F[B-](F)(F)F.N1=C(C=CC=C1)OC(=[N+](C)C)N(C)C pyridyl-N,N,N',N'-tetramethyluronium tetrafluoroborate